1,2-bismaleimidyl-ethaneN C1(C=CC(N1C=CN1C(C=CC1=O)=O)=O)=O